2-(2,4-difluorophenyl)-N-((trans)-4-methoxy-3,4-dihydro-2H-1-benzopyran-3-yl)-2-(2-oxo-1,2-dihydropyridin-1-yl)acetamide FC1=C(C=CC(=C1)F)C(C(=O)N[C@@H]1COC2=C([C@H]1OC)C=CC=C2)N2C(C=CC=C2)=O